BrC=1C=C(C=C(C1OC(\C=C\C1=CC=CC=C1)=O)OC)C1NC(NC(=C1C(=O)OCC)C)=S (E)-ethyl 4-(3-bromo-4-(cinnamoyloxy)-5-methoxyphenyl)-6-methyl-2-thioxo-1,2,3,4-tetrahydropyrimidine-5-carboxylate